(S)-(1-chloro-5-((3-(difluoromethoxy)-5-(trifluoromethyl)pyridin-2-yl)amino)-8,8-difluoro-5,6,7,8-tetrahydroisoquinolin-5-yl)methanol ClC1=NC=CC=2[C@](CCC(C12)(F)F)(NC1=NC=C(C=C1OC(F)F)C(F)(F)F)CO